[Cl-].C(=C)N1C=[N+](C=C1)CCC 1-vinyl-3-propylimidazolium chloride